C(C)(C)(C)OC(=O)N1CC[C@@]2(C3=C(NC(O2)=O)N=CC=C3)CCC1 (R)-2'-oxo-1',2'-dihydro-spiro[azepane-4,4'-pyrido[2,3-d][1,3]oxazine]-1-carboxylic acid tert-butyl ester